(1S,3S,5S)-5-methyl-2-((4-phenoxybutanoyl)glycyl)-N-(1-((R)-piperazine-2-carbonyl)azetidin-3-yl)-2-azabicyclo[3.1.0]hexane-3-carboxamide C[C@@]12C[C@H](N([C@H]2C1)C(CNC(CCCOC1=CC=CC=C1)=O)=O)C(=O)NC1CN(C1)C(=O)[C@@H]1NCCNC1